C(C1CO1)OC1=CC=CC=2NC3=CC=CC=C3C12 4-glycidyloxy-carbazole